1-(cyclopropyl(methyl)carbamoyl)azetidin-3-yl (1-(4-(2,6-dioxopiperidin-3-yl)-3,5-difluorophenyl)-3-(trifluoromethyl)azetidin-3-yl)carbamate O=C1NC(CCC1C1=C(C=C(C=C1F)N1CC(C1)(C(F)(F)F)NC(OC1CN(C1)C(N(C)C1CC1)=O)=O)F)=O